PYRROLOTRIAZOL N1=NN=C2C1=CC=N2